methyl (R)-2-(5-(3-(5-(pentan-3-ylcarbamoyl)oxazol-2-yl)phenyl)-1H-pyrazole-3-carboxamido)-2-phenylacetate CCC(CC)NC(=O)C1=CN=C(O1)C=1C=C(C=CC1)C1=CC(=NN1)C(=O)N[C@@H](C(=O)OC)C1=CC=CC=C1